ClC=1C=CC=C2[C@H](CCOC12)NC(=O)NC1=NN(C=C1)C1=CC(=CC=C1)C(C)(C)O 1-[(4S)-8-chlorochroman-4-yl]-3-[1-[3-(1-hydroxy-1-methyl-ethyl)phenyl]pyrazol-3-yl]urea